8-[1-[[6-chloro-2-(1-hydroxy-2,3,1-benzoxazaborinin-6-yl)-3-pyridyl]amino]ethyl]-2-(4,4-dimethyl-1-piperidyl)-3-methyl-6-(trifluoromethyl)chromen-4-one ClC1=CC=C(C(=N1)C=1C=CC2=C(C=NOB2O)C1)NC(C)C=1C=C(C=C2C(C(=C(OC12)N1CCC(CC1)(C)C)C)=O)C(F)(F)F